(Z)-6-dodecene-γ-lactone C1(CC(CC\C=C/CCCCC)O1)=O